BrC=1C=C2C(=CC1)C(N(CC21CC1)CC(=O)NC1CC(C1)C(C)(C)O)=O 2-(6-bromo-1-oxospiro[3H-isoquinoline-4,1'-cyclopropane]-2-yl)-N-[3-(2-hydroxypropan-2-yl)cyclobutyl]acetamide